tert-butyl 2'-chloro-3,6-dihydro-[4,4'-bipyridine]-1(2H)-carboxylate ClC1=NC=CC(=C1)C=1CCN(CC1)C(=O)OC(C)(C)C